C(C)(=O)O.C(C)(=O)O.C(CCC)[Sn]CCCC dibutyltin (II) diacetate